NC1=CC(=C(C(=O)O)C=C1)F 4-Amino-2-fluorobenzoic acid